FC1=C(C=CC(=C1F)[N+](=O)[O-])OC1(CCC1)C 2,3-difluoro-1-(1-methylcyclobutoxy)-4-nitrobenzene